methoxy-1-methyl-benzimidazole-5-carboxylic acid isopropyl ester C(C)(C)OC(=O)C1=CC2=C(N(C(=N2)OC)C)C=C1